C(C)(C)[C@@H](CCCC)N1C=NC=2C=NC=3C=CC=CC3C21 1-[(1R)-1-isopropylpentyl]imidazo[4,5-c]quinoline